CC1=CC=C(C=C1)S(=O)(=O)[O-].C(CCCCCCCCCCCCCCC)[N+](C)(C)C cetyltrimethyl-ammonium para-toluenesulfonate